2-Amino-7-fluoro-4-(5-fluoro-3-((3S,4S)-3-fluoro-4-(isopropylamino)pyrrolidin-1-yl)-7,9-dihydrofuro[3,4-f]quinazolin-6-yl)thieno[3,2-c]pyridine-3-carbonitrile NC1=C(C=2C(=NC=C(C2S1)F)C=1C2=C(C=3C=NC(=NC3C1F)N1C[C@@H]([C@H](C1)NC(C)C)F)COC2)C#N